N-{(2S,3R,4S)-1-(cyclopropanecarbonyl)-4-fluoro-2-[(2,2',3'-trifluoro[1,1'-biphenyl]-3-yl)methyl]pyrrolidin-3-yl}ethane-sulfonamide C1(CC1)C(=O)N1[C@H]([C@H]([C@H](C1)F)NS(=O)(=O)CC)CC=1C(=C(C=CC1)C1=C(C(=CC=C1)F)F)F